5-((1S,2R)-1-(4-(azetidin-3-yl)-6-chloro-1,1-dioxido-3,4-dihydro-2H-benzo[e][1,2,4]thiadiazin-2-yl)-2-(6-fluoro-2,3-dimethylphenyl)propyl)-1,3,4-oxadiazol-2(3H)-one N1CC(C1)N1CN(S(C2=C1C=C(C=C2)Cl)(=O)=O)[C@@H]([C@H](C)C2=C(C(=CC=C2F)C)C)C2=NNC(O2)=O